ClC1=C(C=C(C=C1)CN1N=NC(=C1)C1=C(N=C2N1C=CC=C2)C2=CC=C(C=C2)Cl)CO (2-Chloro-5-((4-(2-(4-chlorophenyl)imidazo[1,2-a]pyridin-3-yl)-1H-1,2,3-triazol-1-yl)methyl)phenyl)methanol